N1C[C@H](CCC1)NC1=NC=CC(=N1)C1=CN=NC=C1 (S)-4-(2-(piperidin-3-ylamino)pyrimidin-4-yl)pyridazin